6'-(4,4,5,5-tetramethyl-1,3,2-dioxaborolan-2-yl)-2H-[1,2'-bipyridin]-2-one CC1(OB(OC1(C)C)C1=CC=CC(=N1)N1C(C=CC=C1)=O)C